C(C)(C)(C)OC(=O)N1CC(C1)N1C(=NC(=C1)C(F)(F)F)C1=CC=C(C=C1)C#N 3-(2-(4-cyanophenyl)-4-(trifluoromethyl)-1H-imidazol-1-yl)azetidine-1-carboxylic acid tert-butyl ester